C(C#CC)OC=1C=C(C=O)C=CC1OC(F)F 3-(but-2-ynyloxy)-4-difluoromethoxybenzaldehyde